1-(t-butyl) 4-ethyl 5-imino-2-(R)-methyl-3,6-dihydropyridine-1,4(2H)-dicarboxylate N=C1C(C[C@H](N(C1)C(=O)OC(C)(C)C)C)C(=O)OCC